methyl-chloromethyl-silicon dichloride C[Si](CCl)(Cl)Cl